6-(cyclopropanecarboxamido)-N-(methyl-d3)-4-((6-methyl-5,6-dihydropyrazino[2,3-c][1,7]naphthyridin-7-yl)amino)nicotinamide C1(CC1)C(=O)NC1=NC=C(C(=O)NC([2H])([2H])[2H])C(=C1)NC1=NC=CC=2C3=C(CN(C12)C)N=CC=N3